3-azido-6-bromo-2-methylpyridine N(=[N+]=[N-])C=1C(=NC(=CC1)Br)C